1,3,3,4,4,5,5,6,6-nonafluoro-2-(perfluoroprop-2-yl)cyclohex-1-ene FC1=C(C(C(C(C1(F)F)(F)F)(F)F)(F)F)C(C(F)(F)F)(C(F)(F)F)F